4-((4-(2-chloropyridin-3-yl)-1H-pyrazol-1-yl)methyl)-2-fluorocyclopentyl 4-nitrobenzoate [N+](=O)([O-])C1=CC=C(C(=O)OC2C(CC(C2)CN2N=CC(=C2)C=2C(=NC=CC2)Cl)F)C=C1